1,4-bis(diphenyl-phosphinyl)butane C1(=CC=CC=C1)P(=O)(CCCCP(=O)(C1=CC=CC=C1)C1=CC=CC=C1)C1=CC=CC=C1